C(C)(C)(C)OC(=O)N1CCN(CC1)C1=C(C(N(C2=CC=C(C=C12)F)C)=O)C1=CC=NC=C1 4-(6-Fluoro-1-methyl-2-oxo-3-(pyridin-4-yl)-1,2-dihydro-quinolin-4-yl)piperazine-1-carboxylic acid tert-butyl ester